8-(4-(difluoromethoxy)phenyl)-2-ethoxy-6-(2-(2-hydroxyethyl)-1-Methyl-1H-indol-5-yl)pteridin-7(8H)-one FC(OC1=CC=C(C=C1)N1C(C(=NC=2C=NC(=NC12)OCC)C=1C=C2C=C(N(C2=CC1)C)CCO)=O)F